C(C)(=O)O[C@H]([C@@H](CNC(CC1=CC(=CC=C1)OC(C)=O)=O)OC(C)=O)[C@@H]1O[C@](C[C@@H]([C@H]1NC(COC(C)=O)=O)OC(C)=O)(C(=O)OC)N=[N+]=[N-] (1R,2R)-1-((2R,3R,4S,6R)-4-acetoxy-3-(2-acetoxyacetamido)-6-azido-6-(methoxycarbonyl)tetrahydro-2H-pyran-2-yl)-3-(2-(3-acetoxyphenyl)acetamido)propane-1,2-diyl diacetate